1-cyano-N-(2-(2-(2-methoxyethoxy)ethoxy)ethyl)methanesulfonamide C(#N)CS(=O)(=O)NCCOCCOCCOC